C(C)(C)C1OCC(CO1)(C(=O)O)C(=O)O 2-isopropyl-5,5-dicarboxy-1,3-dioxane